5-Chloro-N1-methylbenzene-1,2-diamine CNC1=C(C=CC(=C1)Cl)N